N1(CCCCC1)C(=O)O.N1=CC(=CC=C1)C=CC(=O)N 3-(pyridin-3-yl)acrylamide piperidine-1-carboxylate